ClC1C(=C2C(=C(N1)C)CCC2)C#N 3-Chloro-1-methyl-3,5,6,7-tetrahydro-2H-cyclopenta[c]pyridine-4-carbonitrile